methyl 3-chloro-6-methoxy-5-(2-trimethylsilylethynyl)pyridine-2-carboxylate ClC=1C(=NC(=C(C1)C#C[Si](C)(C)C)OC)C(=O)OC